4-(Dimethylamino)-benzoic acid (2-ethylhexyl) ester C(C)C(COC(C1=CC=C(C=C1)N(C)C)=O)CCCC